C(C)(C)(C)OC(=O)N1C(=CC2=CC=C(C=C12)CN1N=NC(=C1)C1=C2C=NN(C2=CC(=C1)Br)C1OCCCC1)CNCC1CCC1 6-((4-(6-bromo-1-(tetrahydro-2H-pyran-2-yl)-1H-indazol-4-yl)-1H-1,2,3-triazol-1-yl)methyl)-2-(((cyclobutylmethyl)amino)methyl)-1H-indole-1-carboxylic acid tert-butyl ester